(1-(2-(2,6-dioxopiperidin-3-yl)-3-oxoisoindolin-5-yl)piperidin-4-yl)methyl 4-methylbenzene-sulfonate CC1=CC=C(C=C1)S(=O)(=O)OCC1CCN(CC1)C=1C=C2C(N(CC2=CC1)C1C(NC(CC1)=O)=O)=O